alpha-Ketoisovaleric acid O=C(C(=O)O)C(C)C